C1(=CC=CC2=CC=CC=C12)[SiH](OC1=CC=CC=C1)OC1=CC=CC=C1 Naphthyldiphenyloxysilane